[18F]CCC[C@@H](C[C@H](N)C(=O)[O-])C(=O)[O-] (4S)-4-(3-[18F]fluoropropyl)-L-glutamate